C(C)(=O)OC12C(CC=3C=C(C=C(C13)C(C2)=C)Br)(F)F 6-bromo-2,2-difluoro-4-methylene-1,2,3,4-tetrahydro-2aH-cyclopenta[cd]inden-2a-yl acetate